Dimethyl 4-hydroxy-[1,1'-biphenyl]-3,4'-dicarboxylate OC1=C(C=C(C=C1)C1=CC=C(C=C1)C(=O)OC)C(=O)OC